(5R)-9-[8-(2,6-difluorophenyl)-5,11-dimethyl-3,4,7,9,12-pentazatricyclo[8.4.0.02,6]tetradeca-1(10),2(6),4,7,11,13-hexaen-13-yl]-2-oxa-9-azaspiro[4.5]decane FC1=C(C(=CC=C1)F)C1=NC=2C(=NNC2C=2C=C(N=C(C2N1)C)N1CCC[C@@]2(CCOC2)C1)C